2-t-butyl-4,6-dimethylphenol C(C)(C)(C)C1=C(C(=CC(=C1)C)C)O